tert-butyl (2-(2-((4S)-6-(4-chlorophenyl)-8-methoxy-1-methyl-4H-benzo[f][1,2,4]triazolo[4,3-a][1,4]diazepin-4-yl)acetamido)ethyl)carbamate ClC1=CC=C(C=C1)C1=N[C@H](C=2N(C3=C1C=C(C=C3)OC)C(=NN2)C)CC(=O)NCCNC(OC(C)(C)C)=O